2,4,6-triethynyl-benzylamine C(#C)C1=C(CN)C(=CC(=C1)C#C)C#C